FC=1C=C(C=C(C1)OC)B(O)O (3-fluoro-5-methoxy-phenyl)boronic acid